ethyl 5-morpholinylpyrazolo[1,5-a]pyrimidine-3-carboxylate N1(CCOCC1)C1=NC=2N(C=C1)N=CC2C(=O)OCC